5-bromo-6-ethylpyridin-2-amine BrC=1C=CC(=NC1CC)N